CC1=NN=C(S1)CCC(=O)N1CC2=CC(=CC=C2CC1)OC1=CC=C(C=C1)C(F)(F)F 3-(5-methyl-1,3,4-thiadi-azol-2-yl)-1-(7-(4-(trifluoromethyl)phenoxy)-3,4-dihydroisoquinolin-2(1H)-yl)propan-1-one